methyl 4-chloro-3-methylpyrrolo[1,2-a]quinoxaline-7-carboxylate ClC=1C=2N(C3=CC=C(C=C3N1)C(=O)OC)C=CC2C